(S)-2-(2-(2,3-dimethoxybenzyl)azepan-1-yl)-6-morpholinopyrimidin-4(3H)-one COC1=C(C[C@H]2N(CCCCC2)C2=NC(=CC(N2)=O)N2CCOCC2)C=CC=C1OC